(2R,3R)-5'-methyl-3,5,7,2'-tetrahydroxyflavanone CC=1C=CC(=C([C@H]2OC3=CC(=CC(=C3C([C@@H]2O)=O)O)O)C1)O